2-(4-(tert-butyl)phenyl)-5,6-bis(3-methoxypropoxy)benzofuran C(C)(C)(C)C1=CC=C(C=C1)C=1OC2=C(C1)C=C(C(=C2)OCCCOC)OCCCOC